BrC(C(=O)C=1C=C2CCN(C2=CC1)S(=O)(=O)C1=C(C=CC=C1)[N+](=O)[O-])C 2-bromo-1-(1-((2-nitrophenyl)sulfonyl)indolin-5-yl)propan-1-one